ClC1=C(C=C(C=C1)N1C(CCCC12CCN(CC2)C2=NC=NC(=C2F)N2CC(C2)C(F)(F)F)=O)F 1-(4-chloro-3-fluorophenyl)-9-(5-fluoro-6-(3-(trifluoromethyl)azetidin-1-yl)pyrimidin-4-yl)-1,9-diazaspiro[5.5]undecan-2-one